(1R,2S,5S)-N-{(1S)-1-cyano-2-[(3S)-2-oxopyrrolidin-3-yl]ethyl}-6,6-dimethyl-3-[3-methyl-N-(methylcarbamoyl)-L-valinyl]-3-azabicyclo[3.1.0]hexane-2-carboxamide C(#N)[C@H](C[C@H]1C(NCC1)=O)NC(=O)[C@@H]1[C@H]2C([C@H]2CN1C([C@@H](NC(NC)=O)C(C)(C)C)=O)(C)C